ClC(CC1=CC=C(C=C1)OC)=O alpha-chloro(4-methoxyphenyl)ethanone